C1(CCCCC1)NC=1SC=C(N1)C (cyclohexylamino)-4-methyl-thiazol